N-(4-(5-(2-(3,3-difluoropiperidin-1-yl)-6-methylpyrimidin-4-yl)-1,3,4-oxadiazol-2-yl)-3-(6-azaspiro[2.5]octane-6-yl)phenyl)-2-hydroxyethane-1-sulfonamide FC1(CN(CCC1)C1=NC(=CC(=N1)C1=NN=C(O1)C1=C(C=C(C=C1)NS(=O)(=O)CCO)N1CCC2(CC2)CC1)C)F